2-mercaptobenzo-thiazole SC=1SC2=C(N1)C=CC=C2